OC1=C(C(=O)NC2=C(C=CC=C2)CCCC(=O)O)C=CC(=C1)Br 4-[N-(2-hydroxy-4-bromobenzoyl)aminophenyl]butyric acid